2-((2-((2-(2-methoxyethyl)-1,2,3,4-tetrahydroisoquinolin-6-yl)amino)-5-(trifluoromethyl)pyrimidin-4-yl)oxy)-N-methylbenzamide COCCN1CC2=CC=C(C=C2CC1)NC1=NC=C(C(=N1)OC1=C(C(=O)NC)C=CC=C1)C(F)(F)F